methyl (E)-3-(3-(N-(2-chloro-4-(1-methyl-1H-indazol-5-yl)benzyl)benzamido)phenyl)acrylate ClC1=C(CN(C(C2=CC=CC=C2)=O)C=2C=C(C=CC2)/C=C/C(=O)OC)C=CC(=C1)C=1C=C2C=NN(C2=CC1)C